N-(4-chlorophenyl)-6-(6-fluoro-7-methylquinolin-4-yl)-spiro[2.5]octane-1-carboxamide ClC1=CC=C(C=C1)NC(=O)C1CC12CCC(CC2)C2=CC=NC1=CC(=C(C=C21)F)C